4-epoxycyclohexylmethyl-3,4-epoxycyclohexane C12(C(CCCC1)O2)CC21C(CCCC2)O1